Ethyl (S)-3-amino-3-(5-cyclopropyl-3',4,4'-trifluoro-6'-methyl-2'-(pent-4-en-1-yloxy)-[1,1'-biphenyl]-3-yl)propanoate hydrochloride Cl.N[C@@H](CC(=O)OCC)C=1C=C(C=C(C1F)C1CC1)C1=C(C(=C(C=C1C)F)F)OCCCC=C